3-bromo-N-(4-fluoro-3-methoxy-phenyl)-N,8-dimethyl-imidazo[1,2-a]pyrazine-6-carboxamide BrC1=CN=C2N1C=C(N=C2C)C(=O)N(C)C2=CC(=C(C=C2)F)OC